1-((4'-isopropyl-[1,1'-biphenyl]-3-yl)sulfonyl)piperidin-3-yl(phenoxy)-2-methylpropanamide C(C)(C)C1=CC=C(C=C1)C1=CC(=CC=C1)S(=O)(=O)N1CC(CCC1)CC(C(=O)N)(C)OC1=CC=CC=C1